4-((4-hydroxy-4-methylpiperidin-1-yl)methyl)-N-(1-(4-methoxyphenyl)-9-methyl-9H-pyrido[3,4-b]indol-3-yl)benzamide OC1(CCN(CC1)CC1=CC=C(C(=O)NC2=CC3=C(N(C4=CC=CC=C34)C)C(=N2)C2=CC=C(C=C2)OC)C=C1)C